OC1=CC=C(C=C1)S(=O)(=O)N1CCC(CCC1)C=1C=C(C=NC1)O 5-(1-((4-hydroxyphenyl)sulfonyl)-azepan-4-yl)-3-hydroxy-pyridine